tert-Butyl N-{endo-8-[7-(4-chloro-2-methyl-2H-indazol-5-yl)-5-{[2-(trimethylsilyl)ethoxy] methyl}-5H-pyrrolo[2,3-b]pyrazin-3-yl]-3-methyl-8-azabicyclo[3.2.1]octan-3-yl}carbamate ClC=1C2=CN(N=C2C=CC1C1=CN(C2=NC(=CN=C21)N2C1CC(CC2CC1)(C)NC(OC(C)(C)C)=O)COCC[Si](C)(C)C)C